[O-]CCCC.[Al+3].[O-]CCCC.[O-]CCCC Aluminium Butoxid